3-((5-((4-(3-((2-((1S)-1-((tetrahydro-2H-pyran-2-yl)oxy)ethyl)-1H-imidazol-1-yl)methyl)isoxazol-5-yl)phenyl)ethynyl)pyridin-2-yl)methyl)oxazolidin-2-one O1C(CCCC1)O[C@@H](C)C=1N(C=CN1)CC1=NOC(=C1)C1=CC=C(C=C1)C#CC=1C=CC(=NC1)CN1C(OCC1)=O